C1(CCC1)N1N=C(C(=C1NC(CC1CC(C1)(F)F)=O)C)C1(CC(C1)(F)F)C N-(1-cyclobutyl-3-(3,3-difluoro-1-methylcyclobutyl)-4-methyl-1H-pyrazol-5-yl)-2-(3,3-difluoro-cyclobutyl)acetamide